1'-di-tert-butylphosphino-ferrocene palladium dichloride [Pd](Cl)Cl.C(C)(C)(C)P([C-]1C=CC=C1)C(C)(C)C.[CH-]1C=CC=C1.[Fe+2]